C(C)(C)(C)OC(=O)N[C@H](C=1N=C2N(N=CC(=C2)C(C(=O)O)CC(F)F)C1)C1CCC(CC1)(F)F 2-{2-[(S)-(tert-Butoxycarbonylamino)(4,4-difluorocyclohexyl)methyl]imidazo[1,2-b]-pyridazin-7-yl}-4,4-difluorobutanoic acid